(3R)-N-(2,4-dichlorophenyl)-4-[4-(2-ethoxypyridin-3-yl)-3-fluoro-2-{[2-(methylamino)ethyl]carbamoyl}phenyl]-3-ethylpiperazine-1-carboxamide ClC1=C(C=CC(=C1)Cl)NC(=O)N1C[C@H](N(CC1)C1=C(C(=C(C=C1)C=1C(=NC=CC1)OCC)F)C(NCCNC)=O)CC